2-cyanophenyl-6-methoxynaphthalene C(#N)C1=C(C=CC=C1)C1=CC=CC2=CC(=CC=C12)OC